O1COC2=C1C=CC=C2C[C@@H]2N(CCCCC2)C2=CC(=CC(N2)=O)N2CCOCC2 (R)-6-(2-(benzo[d][1,3]dioxol-4-ylmethyl)azepan-1-yl)-4-morpholinopyridin-2(1H)-one